2-(4-(hydrazinomethyl)phenyl)acetonitrile N(N)CC1=CC=C(C=C1)CC#N